2-(2-((5-(2-(aminomethyl)-3-fluoropyridin-4-yl)-2-methylbenzofuran-3-yl)methoxy)-4-methoxyphenyl)acetic acid NCC1=NC=CC(=C1F)C=1C=CC2=C(C(=C(O2)C)COC2=C(C=CC(=C2)OC)CC(=O)O)C1